C(C\C=C/CC)OC(C(C)C)=O 2-methylpropanoic acid (Z)-hex-3-en-1-yl ester